ClC=1C(=C(C=CC1)[C@@H]1N(OCC1)C1=CC(=NC=N1)NC=1C(=CC(=C(C1)NC(C=C)=O)N1CCN(CC1)C)OC)F N-(5-((6-((R)-3-(3-chloro-2-fluorophenyl)isoxazolidine-2-yl)pyrimidine-4-yl)amino)-4-methoxy-2-(4-methylpiperazine-1-yl)phenyl)acrylamide